5-(butan-2-yl)-3-fluoropyridin-2-amine CC(CC)C=1C=C(C(=NC1)N)F